methylhexahydropyrrolo[1,2-a]pyrazin CC1C=2N(CCN1)CCC2